CC1C2(CCC(CC2)=O)CCC(C1)C 7,9-dimethylspiro[5.5]undecane-3-one